C=C([C@H](CC1=CC(=C(C=C1)OC)Cl)C1=CC(=C(C=C1)OC)Cl)C=C 4,4'-((1S,2S,3R,4R)-3,4-dimethylylbutane-1,2-diyl)bis(2-chloro-1-methoxybenzene)